C(C=C)OC(COCCC(C)C)=O 2-(3-methylbutoxy)acetic acid prop-2-enyl ester